N(CCO)CCO.FS(=O)(=O)N fluorosulfonamide diethanolamine salt